6-(3-methoxybenzyl)-2,4-dimethyl-4,6-dihydro-5H-thiazolo[5',4':4,5]pyrrolo[2,3-d]pyridazin-5-one COC=1C=C(CN2N=CC3=C(C2=O)N(C2=C3SC(=N2)C)C)C=CC1